BrC=1C(=NC(=NC1OC)NS(=O)(=O)C=1C=NN2C1C=CC(=C2)Cl)OC N-(5-bromo-4,6-dimethoxypyrimidin-2-yl)-6-chloropyrazolo[1,5-a]pyridine-3-sulfonamide